O,O-DIETHYL S-((2-HYDROXYPHENYL)(4-(METHYLTHIO)PHENYL)METHYL) PHOSPHOROTHIOATE P(OCC)(OCC)(SC(C1=CC=C(C=C1)SC)C1=C(C=CC=C1)O)=O